(4-aminoimidazo[1,5-a]quinoxalin-8-yl)((4aS,9bS)-9-fluoro-7-(trifluoromethyl)-3,4,4a,9b-tetrahydrobenzofuro[3,2-b]pyridin-1(2H)-yl)methanone NC=1C=2N(C3=CC(=CC=C3N1)C(=O)N1[C@@H]3[C@H](CCC1)OC1=C3C(=CC(=C1)C(F)(F)F)F)C=NC2